(RS)-2-{4-(1,1-difluoroethyl)-2,6-dimethylphenyl}-6-(1-hydroxyethyl)-2,5-dihydro-4H-pyrazolo[3,4-d]pyrimidin-4-one FC(C)(F)C1=CC(=C(C(=C1)C)N1N=C2N=C(NC(C2=C1)=O)[C@@H](C)O)C |r|